Dinitrourea C(=O)(N)N([N+](=O)[O-])[N+](=O)[O-]